tert-butyl N-[2-fluoro-3-(1-hydroxyethyl)phenyl]carbamate FC1=C(C=CC=C1C(C)O)NC(OC(C)(C)C)=O